N6-isopentenyladenosine CC(=C)CCNC1=C2C(=NC=N1)N(C=N2)[C@H]3[C@@H]([C@@H]([C@H](O3)CO)O)O